4,5-dihydro-1H-imidazolium chloride [Cl-].N1C=[NH+]CC1